FC(C1=NN(C(=C1C(=O)N)F)C)F 3-(difluoromethyl)-5-fluoro-1-methyl-1H-pyrazole-4-carboxamide